tert-butyl methyl(1-(2-oxo-2H-chromen-5-yl)pyrrolidin-3-yl)carbamate CN(C(OC(C)(C)C)=O)C1CN(CC1)C1=C2C=CC(OC2=CC=C1)=O